O1C(=NN=C1)C1(CCN(CC1)CC1=CC=C(C=C1)NC(C)=O)CCC1=CC=CC=C1 N-(4-((4-(1,3,4-oxadiazol-2-yl)-4-phenethylpiperidin-1-yl)methyl)phenyl)acetamide